FC1=C(C=C(C=C1)NC(N(CC(C)C)C1COCC=2NC(C=3C=C(C=CC3C21)F)=O)=O)C 3-(4-fluoro-3-methylphenyl)-1-(8-fluoro-6-oxo-1,4,5,6-tetrahydro-2H-pyrano[3,4-c]isoquinolin-1-yl)-1-isobutyl-urea